(R)-1-(5,7-difluoro-3-methylbenzofuran-2-yl)-2,2,2-trifluoroethan-1-amine, hydrochloride salt Cl.FC=1C=C(C2=C(C(=C(O2)[C@H](C(F)(F)F)N)C)C1)F